C(C)C12C(COC1)C1(CCCC(C1CC2)(C)C)C 3a-ethyl-6,6,9a-trimethyldodecahydronaphtho[1,2-c]furan